N-[(4-cyclopropyl-3-fluorophenyl)(phenyl)methyl]-4-fluoro-1-[2-(1H-pyrazol-4-yl)acetyl]pyrrolidine-2-carboxamide C1(CC1)C1=C(C=C(C=C1)C(NC(=O)C1N(CC(C1)F)C(CC=1C=NNC1)=O)C1=CC=CC=C1)F